C(#N)C1=C(C(=CC=C1)F)N1CCCC1 (R)-1-(2-Cyano-6-fluoro-phenyl)-pyrrolidin